methyl-3-(octyloxy)prop-1-en-2-amine oxide CC=C(COCCCCCCCC)[NH2]=O